N1N=NC(=C1)/C=C/CN1C(C2=CC=CC=C2C1CC1=C(C=NN1C)Cl)=O (E)-2-(3-(1H-1,2,3-triazol-4-yl)allyl)-3-((4-chloro-1-methyl-1H-pyrazol-5-yl)methyl)isoindolin-1-one